N1C=C(C2=CC=CC=C12)C=1C=C(SC1)C(=O)C1(CC1)C(=O)O (4-(1H-indol-3-yl)thiophene-2-carbonyl)cyclopropane-1-carboxylic acid